CC=1C=CC=C2C=NC(N(C12)C1=CC=CC=C1)=O 8-methyl-1-phenyl-quinazolin-2(1H)-one